2-(4,4,5,5-tetramethyl-1,3,2-dioxaborolan-2-yl)-1H-indole CC1(OB(OC1(C)C)C=1NC2=CC=CC=C2C1)C